C(C)C=1C=NC2=CC(=CC=C2N1)OC 3-ethyl-7-methoxyquinoxalin